ethyl-(2-chloroethyl) carbonate C(OCC(Cl)CC)([O-])=O